tert-butyl (3-(3-(4-hydroxyphenyl)-2-oxo-2,3-dihydro-1H-imidazo[4,5-c]pyridin-1-yl)phenyl)carbamate OC1=CC=C(C=C1)N1C(N(C2=C1C=NC=C2)C=2C=C(C=CC2)NC(OC(C)(C)C)=O)=O